octadecyl-1,3,5-tris(3,5-di-tert-butyl-4-hydroxybenzyl)-1,3,5-triazine-2,4,6(1H,3H,5H)trione C(CCCCCCCCCCCCCCCCC)C(C1=CC(=C(C(=C1)C(C)(C)C)O)C(C)(C)C)N1C(N(C(N(C1=O)CC1=CC(=C(C(=C1)C(C)(C)C)O)C(C)(C)C)=O)CC1=CC(=C(C(=C1)C(C)(C)C)O)C(C)(C)C)=O